COC(=O)C1(C(C1)C)C(=O)OC methylcyclopropane-1,1-dicarboxylic acid dimethyl ester